C(C)(C)(C)OC(=O)NC(C(=O)OCC)C(C1=CC=NC=C1)O ethyl 2-((tert-butoxycarbonyl) amino)-3-hydroxy-3-(pyridin-4-yl)propanoate